(6-(7-(aminomethyl)-1,6-naphthyridin-2-yl)-3',6'-dihydro-[2,4'-bipyridin]-1'(2'H)-yl)(cyclopropyl)methanone NCC1=NC=C2C=CC(=NC2=C1)C1=CC=CC(=N1)C=1CCN(CC1)C(=O)C1CC1